ClC1=CNC2=NC=CC(=C21)OC2=C(C=C(C=C2F)NC=2SCCCN2)F N-{4-[(3-chloro-1H-pyrrolo[2,3-b]pyridin-4-yl)oxy]-3,5-difluorophenyl}-5,6-dihydro-4H-1,3-thiazin-2-amine